Cl.C(C)OC(=O)C=1NC=CC1N.ClC=1C(=C(C=CC1)CNC(CNCC1CC1)=O)F N-(3-chloro-2-fluorophenylmethyl)-2-((cyclopropylmethyl)amino)acetamide ethyl-3-amino-1H-pyrrole-2-carboxylate hydrochloride